FC1(CCC(CC1)C(F)(F)F)C1=NC=2N(C(N(C(C2N1CC1=CC=C(C#N)C=C1)=O)CCCO)=O)C 4-((8-(1-fluoro-4-(trifluoromethyl)cyclohexyl)-1-(3-hydroxypropyl)-3-methyl-2,6-dioxo-1,2,3,6-tetrahydro-7H-purin-7-yl)methyl)benzonitrile